9,9-dimethyl-8-oxo-2-(pyrimidine-2-carbonyl)-2-azaspiro[4.5]dec-6-ene-7-carbonitrile CC1(C(C(=CC2(CCN(C2)C(=O)C2=NC=CC=N2)C1)C#N)=O)C